FC1=C(C(=C(C(=C1F)F)F)OCF)S(=O)(=O)NCC=1C2=C(N(C(N1)=O)C1=C(C=CC=C1)C(C)C)N=C(C(=C2)F)C2=C(C=CC=C2O)F 2,3,4,5-tetrafluoro-N-((6-fluoro-7-(2-fluoro-6-hydroxyphenyl)-1-(2-isopropylphenyl)-2-oxo-1,2-dihydropyrido[2,3-d]pyrimidin-4-yl)methyl)-6-(fluoromethoxy)benzenesulfonamide